1-(4-amino-8-methoxy-5,5-dimethyl-6H-benzo[h]quinazolin-9-yl)piperidin-4-ol NC1=NC=NC=2C3=C(CC(C12)(C)C)C=C(C(=C3)N3CCC(CC3)O)OC